9-(cyclohexylmethyl)-4-methyl-1,5,9-triazacyclododecan C1(CCCCC1)CN1CCCNC(CCNCCC1)C